COC1=CC=C(CC2=NNC=3NC(C=4C=C(C=CC4C32)C)=O)C=C1 (4-methoxybenzyl)-7-methyl-3,4-dihydro-5H-pyrazolo[3,4-c]isoquinolin-5-one